1-{2-oxo-2-[2'-(quinolin-3-yl)-5',6'-dihydrospiro[azetidine-3,4'-pyrrolo[1,2-b]pyrazol]-1-yl]ethyl}pyrrolidin-2-one O=C(CN1C(CCC1)=O)N1CC2(CCN3N=C(C=C32)C=3C=NC2=CC=CC=C2C3)C1